Trimethylsilylisocyanat C[Si](C)(C)N=C=O